N-[2,5-difluoro-4-(trifluoromethyl)phenyl]-5-(2-fluoro-4-methoxy-phenyl)-1H-pyrrole-3-sulfonamide FC1=C(C=C(C(=C1)C(F)(F)F)F)NS(=O)(=O)C1=CNC(=C1)C1=C(C=C(C=C1)OC)F